(4-(benzo[b]thiophen-2-yl)-2,3-dihydro-1H-pyrrolo[2,3-c]pyridin-1-yl)(2-fluorophenyl)methanone S1C2=C(C=C1C1=C3C(=CN=C1)N(CC3)C(=O)C3=C(C=CC=C3)F)C=CC=C2